1-(2-((1R,3R,4S)-3-((6-methylpyridin-2-yl)carbamoyl)-2-azabicyclo[2.2.1]heptan-2-yl)-2-oxoethyl)-5-(5,6,7,8-tetrahydroimidazo[1,2-a]pyridin-3-yl)-1H-indole-3-carboxamide CC1=CC=CC(=N1)NC(=O)[C@@H]1N([C@@H]2CC[C@H]1C2)C(CN2C=C(C1=CC(=CC=C21)C2=CN=C1N2CCCC1)C(=O)N)=O